4-(3-(4-amino-2,6-dimethylphenoxy)-5-methylphenyl)-N-ethyl-6-methyl-7-oxo-6,7-dihydro-1H-pyrrolo[2,3-c]pyridine-2-carboxamide NC1=CC(=C(OC=2C=C(C=C(C2)C)C=2C3=C(C(N(C2)C)=O)NC(=C3)C(=O)NCC)C(=C1)C)C